(S)-1-(3-chloro-2-fluorophenyl)-2-hydroxyethylcarbamic acid tert-butyl ester C(C)(C)(C)OC(N[C@H](CO)C1=C(C(=CC=C1)Cl)F)=O